Cl.C(C1=CC=CC=C1)OC=1C=C(C=C(C1)CNCCCNCCCN)CNCCCNCCCN N1,N1'-((5-(Benzyloxy)-1,3-phenylene)bis(methylene))bis(N3-(3-aminopropyl)propane-1,3-diamine), hydrochloride salt